zinc borate, potassium salt [K+].B([O-])([O-])[O-].[Zn+2]